ClC(C(=O)NC1=C(C(=O)OC)C=CC=C1)C Methyl 2-(2-chloropropanamido)benzoate